4-((1H-imidazol-1-yl)methyl)aniline N1(C=NC=C1)CC1=CC=C(N)C=C1